COC1=C(C=C(C(=O)N(C)C)C=C1)NC1=NNC2=CC(=CC=C12)[C@@H]1C[C@@]12C(NC1=CC=C(C=C21)OC)=O 4-methoxy-3-({6-[(1R,2S)-5'-methoxy-2'-oxo-1',2'-dihydrospiro[cyclopropane-1,3'-indol]-2-yl]-1H-indazol-3-yl}amino)-N,N-dimethylbenzamide